dodecyl N,N-dimethylaminoisopropyl ether CN(C)C(C)(C)OCCCCCCCCCCCC